CN1N=C(C2=CC=CC(=C12)C(C(=O)O)N1CC(C1)OCCCCCC1=NC=2NCC(CC2C=C1)C)C 2-(1,3-dimethyl-1H-indazol-7-yl)-2-(3-((5-(6-methyl-5,6,7,8-tetrahydro-1,8-naphthyridin-2-yl)pentyl)oxy)azetidin-1-yl)acetic acid